FC(C1=CC=C(C=C1)C(C)O)(F)F 1-(4-(trifluoromethyl)phenyl)ethanol